(1R,2S,3R,5R)-3-(4-amino-5-(4-phenoxythiazol-2-yl)-7H-pyrrolo[2,3-d]pyrimidin-7-yl)-5-(((3-(phenethylamino)propyl)amino)methyl)cyclopentane-1,2-diol NC=1C2=C(N=CN1)N(C=C2C=2SC=C(N2)OC2=CC=CC=C2)[C@H]2[C@@H]([C@@H]([C@H](C2)CNCCCNCCC2=CC=CC=C2)O)O